ClC=1C(=CC=C2C=CC=C(C12)C1=CC=C2C(=NC(=NC2=C1)OC[C@H]1N(C[C@@H](C1)F)C)N1[C@@H]2CCN([C@@H]2C1)C(C=C)=O)F 1-((1R,5R)-6-(7-(8-chloro-7-fluoronaphthalen-1-yl)-2-((((2S,4R)-4-fluoro-1-methylpyrrolidin-2-yl))methoxy)quinazolin-4-yl)-2,6-diazabicyclo[3.2.0]hept-2-yl)prop-2-en-1-one